tert-butyl (2S,5R)-5-ethyl-4-((4-fluorophenyl)(5-(trifluoromethyl)pyridin-2-yl)methyl)-2-methylpiperazine-1-carboxylate C(C)[C@H]1N(C[C@@H](N(C1)C(=O)OC(C)(C)C)C)C(C1=NC=C(C=C1)C(F)(F)F)C1=CC=C(C=C1)F